CCCCCCCS 7-heptanethiol